N-(4-acetylbenzyl)-1-methyl-4-(2-(p-tolyl)-2H-pyrazolo[3,4-d]pyrimidin-4-yl)piperazine-2-carboxamide C(C)(=O)C1=CC=C(CNC(=O)C2N(CCN(C2)C=2C=3C(N=CN2)=NN(C3)C3=CC=C(C=C3)C)C)C=C1